C(C)C1=C2C(=CC(=CC2=CC=C1F)O)C1=C(C=2N=C(N=C(C2C=N1)N1CCNC2(CC2)C1)OC[C@]12CCCN2C[C@@H](C1)F)F 5-ethyl-6-fluoro-4-(8-fluoro-2-(((2R,7aS)-2-fluorotetrahydro-1H-pyrrolizin-7a(5H)-yl)methoxy)-4-(4,7-diazaspiro[2.5]octan-7-yl)pyrido[4,3-d]pyrimidin-7-yl)naphthalen-2-ol